N1(CCC1)C1=CC=C(C=N1)NC1=NC=CC(=N1)C1=CN=C2N1C=C(C=C2)C2=CC=CC=C2 N-(6-(azetidin-1-yl)pyridin-3-yl)-4-(6-phenylimidazo[1,2-a]pyridin-3-yl)pyrimidin-2-amine